2-m-methylphenylamino-1,4-naphthoquinone CC=1C=C(C=CC1)NC=1C(C2=CC=CC=C2C(C1)=O)=O